3-((4-((4-cyanophenyl)amino)-6,7-dihydrothieno[3,2-d]pyrimidin-2-yl)thio)propanoic acid methyl ester COC(CCSC=1N=C(C2=C(N1)CCS2)NC2=CC=C(C=C2)C#N)=O